Cl.NCC(=O)C1=CC(=CC=C1)OCC 2-amino-1-(3-ethoxyphenyl)ethanone hydrochloride